C1(=CC=CC2=CC=CC=C12)C(=O)[O-].[Mn+2].C1(=CC=CC2=CC=CC=C12)C(=O)[O-] manganese naphthoate